C1(CC1)C1=CC(=NN1)NC1=NC(=NC2=CC(=C(C=C12)OC)OCCCN1CCCC1)N1CCCC1 N-(5-cyclopropyl-1H-pyrazol-3-yl)-6-methoxy-2-(pyrrolidin-1-yl)-7-(3-(pyrrolidin-1-yl)propoxy)quinazolin-4-amine